2-[1-[4-[(2,6-dioxo-3-piperidyl)amino]-2-fluoro-phenyl]-4-hydroxy-4-piperidyl]acetic acid O=C1NC(CCC1NC1=CC(=C(C=C1)N1CCC(CC1)(O)CC(=O)O)F)=O